tert-butyl (E)-4-(5-((5-oxo-3-(trifluoromethyl)isoxazol-4(5H)-ylidene)methyl)thiophen-2-yl)piperazine-1-carboxylate O=C1\C(\C(=NO1)C(F)(F)F)=C\C1=CC=C(S1)N1CCN(CC1)C(=O)OC(C)(C)C